NC(C)C1=CC=C(C=C1)N1C(=NC=2C1=NC(=CC2)C2=CC=CC=C2)C=2C(=NC=CC2)N 3-(3-(4-(1-aminoethyl)phenyl)-5-phenyl-3H-imidazo[4,5-b]pyridin-2-yl)pyridin-2-amine